(S)-quinuclidin-3-yl (5-(4-butoxy-3,5-dimethylphenyl)-2,2-diethyl-2,3-dihydro-1H-inden-1-yl)carbamate C(CCC)OC1=C(C=C(C=C1C)C=1C=C2CC(C(C2=CC1)NC(O[C@@H]1CN2CCC1CC2)=O)(CC)CC)C